COC1=C(C2=C(C=N1)C=NN2C([2H])([2H])[2H])NS(=O)(=O)C=2C=NC(=CC2)N2N=CC(=C2)C(F)(F)F N-(6-methoxy-1-(methyl-d3)-1H-pyrazolo[4,3-c]pyridin-7-yl)-6-(4-(trifluoromethyl)-1H-pyrazol-1-yl)pyridine-3-sulfonamide